D-mannopyranosyl-(1-2)-α-D-mannopyranose C1([C@@H](O)[C@@H](O)[C@H](O)[C@H](O1)CO)O[C@@H]1[C@@H](O)O[C@@H]([C@H]([C@@H]1O)O)CO